C(#N)C1=CC(=C(C=C1)NS(=O)(=O)C1=CNC(=C1)C1=C(C=NC=C1)F)F N-(4-cyano-2-fluoro-phenyl)-5-(3-fluoro-4-pyridyl)-1H-pyrrole-3-sulfonamide